ClN1C2(N3C(=CC=C(C3=O)NC3=NC=NC=C3)C1=O)C(OCC2)(C)C chloro-2,2-dimethyl-6'-(pyrimidin-4-ylamino)-4,5-dihydro-2H,2'H-spiro[furan-3,3'-imidazo[1,5-a]pyridine]-1',5'-dione